N-(4-((4-([1,2,4]triazolo[4,3-c]pyrimidin-7-yloxy)-3-methylphenyl)amino)quinazolin-6-yl)-4-(dimethylamino)-2-butenamide N=1N=CN2C=NC(=CC21)OC2=C(C=C(C=C2)NC2=NC=NC1=CC=C(C=C21)NC(C=CCN(C)C)=O)C